3-(2-aminopropyl)-1H-indol-4-ol NC(CC1=CNC=2C=CC=C(C12)O)C